C1(CC1)C(=O)O.C(O)C(CC)(CO)CO trimethylolpropane cyclopropanate